3-(2-(4,4-difluoropiperidine-1-carbonyl)-9-(trifluoromethyl)-1,2,3,4-tetrahydro-[1,4]diazepino[6,7,1-hi]indol-7-yl)-4-(imidazo[1,2-a]pyridin-3-yl)-1H-pyrrole FC1(CCN(CC1)C(=O)N1CCN2C=C(C3=CC(=CC(=C23)C1)C(F)(F)F)C1=CNC=C1C1=CN=C2N1C=CC=C2)F